ClC=1C(=C2C=NNC2=CC1C)C=1C(=NN(C1C)C1CC2(CN(C2)C(C=C)=O)C1)C1=C(C=C(C=C1)NCCOC)F 1-(6-(4-(5-chloro-6-methyl-1H-indazol-4-yl)-3-(2-fluoro-4-((2-methoxyethyl)amino)phenyl)-5-methyl-1H-pyrazol-1-yl)-2-azaspiro[3.3]hept-2-yl)prop-2-en-1-one